N-(2,6-Dimethylpiperidin-4-yl)-N-methyl-6-(2-methyl-2H-indazol-5-yl)-1,3-benzothiazol-2-amin CC1NC(CC(C1)N(C=1SC2=C(N1)C=CC(=C2)C2=CC1=CN(N=C1C=C2)C)C)C